C1(CC1)C[C@H]1C2=C(C(N(C1)C)=O)C(=C(N2)C2=CC(=NC=C2)NC(CC2=CC=C(C=C2)F)=O)NC=2N=CSC2 |r| N-{4-[(7RS)-7-(cyclopropylmethyl)-5-methyl-4-oxo-3-(1,3-thiazol-4-ylamino)-4,5,6,7-tetrahydro-1H-pyrrolo[3,2-c]pyridin-2-yl]pyridin-2-yl}-2-(4-fluorophenyl)acetamide